3,9-bis(3-aminopropyl)2,4,8,10-tetraoxaspiro(5.5)Undecane NCCCC1OCC2(CO1)COC(OC2)CCCN